C1(=CC=CC=C1)[C@H]1CCC=2N1N=C(N2)C(=O)N[C@H]2CCC1=C(N(C2=O)C)C=NC(=C1)OC (5R)-5-Phenyl-N-[(3S)-7-methoxy-1-methyl-2-oxo-4,5-dihydro-3H-pyrido[3,4-b]azepin-3-yl]-6,7-dihydro-5H-pyrrolo[1,2-b][1,2,4]triazol-2-carboxamid